2-Cyanoheptylacrylat C(#N)C(COC(C=C)=O)CCCCC